COC(C1=C(C=CC(=C1)C(F)(F)F)Br)=O 2-bromo-5-(trifluoromethyl)-benzoic acid methyl ester